ClC=1C=C(C=CC1CCC(C)(C)C)[C@]12CCCCC2=CN(C(N1)=O)C12CC(C1)(C2)C(=O)O 3-{(S)-8a-[3-Chloro-4-(3,3-dimethyl-butyl)phenyl]-2-oxo-1,5,6,7,8,8a-hexahydro-2H-quinazolin-3-yl}bicyclo[1.1.1]pentane-1-carboxylic acid